benzyl 2,2-dimethylbut-3-enoate CC(C(=O)OCC1=CC=CC=C1)(C=C)C